CCCCC/C=C\\C/C=C\\CCCCCCCC(=O)OC[C@@H](CO)OC(=O)CCCCCCC/C=C\\C/C=C\\CCCCC The molecule is a 2,3-diacyl-sn-glycerol in which both acyl groups are specified as linoleoyl. It is a 2,3-diacyl-sn-glycerol and a dilinoleoylglycerol. It derives from a linoleic acid. It is an enantiomer of a 1,2-dilinoleoyl-sn-glycerol.